C1NCC12CC(C2)CC=2C=C1C(=NNC1=CC2)C(F)(F)F 5-(2-azaspiro[3.3]heptan-6-ylmethyl)-3-(trifluoromethyl)-1H-indazole